OCC[C@@H]1CC[C@@]2([C@H]3CC[C@@]4([C@H](CC[C@H]4[C@@H]3CC[C@@H]2C1)C(C)=O)C)C 1-((3R,5R,8R,9S,10S,13S,14S,17S)-3-(2-Hydroxyethyl)-10,13-dimethylhexadecahydro-1H-cyclopenta[a]phenanthren-17-yl)ethan-1-one